1-(2-tetrahydropyranyloxy)-3,5-bis(9-anthracenyl)-2,6-bis(dicyclohexylphosphino)-benzene O1C(CCCC1)OC1=C(C(=CC(=C1P(C1CCCCC1)C1CCCCC1)C=1C2=CC=CC=C2C=C2C=CC=CC12)C=1C2=CC=CC=C2C=C2C=CC=CC12)P(C1CCCCC1)C1CCCCC1